NC[C@@H]1N(CCC1)CC R-2-(aminomethyl)-1-ethylpyrrolidine